4-(2-((1-(((Tert-butyldiphenylsilyl)oxy)methyl)cyclopropyl)methoxy)-7-chloro-8-fluoropyrido[4,3-d]pyrimidin-4-yl)morpholine [Si](C1=CC=CC=C1)(C1=CC=CC=C1)(C(C)(C)C)OCC1(CC1)COC=1N=C(C2=C(N1)C(=C(N=C2)Cl)F)N2CCOCC2